(2R,3R,4S,5S,6S)-2-(acetoxymethyl)-6-((3-((tert-butoxycarbonyl)(methyl)amino)propyl)thio)tetrahydro-2H-pyran-3,4,5-triyl triacetate C(C)(=O)O[C@@H]1[C@H](O[C@H]([C@H]([C@H]1OC(C)=O)OC(C)=O)SCCCN(C)C(=O)OC(C)(C)C)COC(C)=O